2,3,4-triethyl-5,6-dimethylphenol C(C)C1=C(C(=C(C(=C1CC)CC)C)C)O